FC1=C(N=CC2=C1N=C(N=C2N2CCOCC(C2)(O)C)OC[C@]21CCCN1C[C@@H](C2)F)C2=CNC1=CC=CC(=C21)C(F)(F)F 4-(8-fluoro-2-(((2R,7aS)-2-fluorotetrahydro-1H-pyrrolizin-7a(5H)-yl)methoxy)-7-(4-(trifluoromethyl)-1H-indol-3-yl)pyrido[4,3-d]pyrimidin-4-yl)-6-methyl-1,4-oxazepan-6-ol